[C@H]12CO[C@@H](C[C@@H]2O1)C(=O)N1[C@H](C2=CC=CC=C2CC1)C1=CC=C(C=C1)F ((1R,4S,6S)-3,7-dioxabicyclo[4.1.0]heptan-4-yl)((S)-1-(4-fluorophenyl)-3,4-dihydroisoquinolin-2(1H)-yl)methanone